{6-[4-(2-Amino-oxazol-5-yl)-phenyl]-pyrimidin-4-yl}-[2-(6-fluoro-4-methoxy-2-methyl-indol-1-yl)-ethyl]-amin NC=1OC(=CN1)C1=CC=C(C=C1)C1=CC(=NC=N1)NCCN1C(=CC2=C(C=C(C=C12)F)OC)C